ClC=1C(=CC2=C(CC(O2)C2=CC=CC(=N2)C2=NOC(N2)=O)C1)F 3-(6-(5-chloro-6-fluoro-2,3-dihydrobenzofuran-2-yl)pyridin-2-yl)-1,2,4-oxadiazol-5(4H)-one